5H,10H-diimidazo[1,2-a:1,2-d]pyrazine-5,10-dione C1=CN2C(=N1)C(=O)N3C=CN=C3C2=O